tert-butyl (R)-2-ethynylmorpholine-4-carboxylate C(#C)[C@@H]1CN(CCO1)C(=O)OC(C)(C)C